2-methanesulfonyl-N,N-dimethyl-5-[2-(triisopropylsilyl)ethynyl]pyrido[2,3-d]pyrimidin-7-amine CS(=O)(=O)C=1N=CC2=C(N1)N=C(C=C2C#C[Si](C(C)C)(C(C)C)C(C)C)N(C)C